C(C)(=O)OC1=CC=C(C(=O)Cl)C=C1 p-acetoxybenzoyl chloride